O[C@H](C(=O)N1CCN(CC1)C1=CC=C(C=N1)C1=CC(=CC=2N1C(=CN2)C#N)C=2C=NN(C2)C)C(C)C (S)-5-(6-(4-(2-hydroxy-3-methylbutanoyl)piperazin-1-yl)pyridin-3-yl)-7-(1-methyl-1H-pyrazol-4-yl)imidazo[1,2-a]pyridine-3-carbonitrile